C(C)(C)(C)OC(=O)N1CCN(CC1)CC1=CC=C(C=C1)C(C(=O)Cl)(C)C 4-(4-(1-Chloro-2-methyl-1-oxopropan-2-yl)benzyl)piperazine-1-carboxylic acid tert-butyl ester